ClC=1C=C(C=CC1F)N(S(=O)(=O)N1CCOCC1)CC=1SC(=CN1)C=1OC(=NN1)C(F)F N-(3-chloro-4-fluorophenyl)-N-((5-(5-(difluoromethyl)-1,3,4-oxadiazol-2-yl)thiazol-2-yl)methyl)morpholine-4-sulfonamide